C(C)(C)N1N=C(N=C1[C@@H]1C[C@@H](CC1)N1CCOCCC1)C=1C=NC(=CC1)C(F)(F)F 4-((1R,3S)-3-(1-isopropyl-3-(6-(trifluoromethyl)pyridin-3-yl)-1H-1,2,4-triazol-5-yl)cyclopentyl)-1,4-oxaazepane